NC1=NC=C(C=C1C1=NC=C(C=C1)C(=O)N1C[C@H](CC1)O)C1=CC(=C(C(=C1)C)N1CCN(CC1)C)C (S)-(2'-amino-5'-(3,5-dimethyl-4-(4-methylpiperazin-1-yl)phenyl)-[2,3'-bipyridin]-5-yl)(3-hydroxypyrrolidin-1-yl)methanone